rac-5-fluoro-N-({4-[5-methyl-2-(trifluoromethyl)-1,3-thiazol-4-yl]-2,5-dioxoimidazolidin-4-yl}methyl)-4'-(trifluoromethyl)[biphenyl]-2-carboxamide FC1=CC=C(C(=C1)C1=CC=C(C=C1)C(F)(F)F)C(=O)NC[C@@]1(NC(NC1=O)=O)C=1N=C(SC1C)C(F)(F)F |r|